ClC1=C(C=CC(=C1)F)N1N=CC(=C1)C(=O)O 1-(2-chloro-4-fluoro-phenyl)pyrazole-4-carboxylic acid